OC1CN(CCC1)C(=O)OCC1=CC=CC=C1 benzyl 3-hydroxypiperidine-1-carboxylate